(Z)-α-phenyl-N-tert-butylnitrone C1(=CC=CC=C1)\C=[N+](/[O-])\C(C)(C)C